C(C)(C)OC1=C(C=CC=C1)[C@@H]1N(CCNC1)C1CC2(C1)CCN(CC2)C2=CC=C(C(=O)NS(=O)(=O)C1=CC(=C(C=C1)NCC1CCC(CC1)(C)O)[N+](=O)[O-])C=C2 4-{2-[(2S)-2-(2-isopropoxyphenyl)piperazin-1-yl]-7-azaspiro[3.5]nonan-7-yl}-N-[3-nitro-4-({[(1r,4r)-4-hydroxy-4-methylcyclohexyl]methyl}amino)benzenesulfonyl]benzamide